C(C)(C)OC(=O)[C@@H]1C[C@@H](CCC1)O (1s,3r)-3-hydroxycyclohexanecarboxylic acid isopropyl ester